methyl 4,6-dichloro-pyrimidine-2-carboxylate ClC1=NC(=NC(=C1)Cl)C(=O)OC